FC(C1=NC(=NO1)C=1C=CC(=NC1)CN1N=C(N=C1)C(=O)OC)(F)F methyl 1-[[5-[5-(trifluoromethyl)-1,2,4-oxadiazol-3-yl]-2-pyridyl]methyl]-1,2,4-triazole-3-carboxylate